FC=1C=C(C=C(C1)F)[C@@H]1CC[C@H]2OC3(C(N21)=O)CCN(CC3)C(=O)C3=C(C=CC=C3)C (5'S,7a'R)-5'-(3,5-difluorophenyl)-1-(2-methylbenzene-1-carbonyl)tetrahydro-3'H-spiro[piperidine-4,2'-pyrrolo[2,1-b]-[1,3]oxazol]-3'-one